ClC1=C(C=C(C=C1)[C@@]1(NC(C2=CC=CC=C12)=O)O)S(=O)(=O)N |r| (RS)-2-chloro-5-(1-hydroxy-3-oxo-2,3-dihydro-1H-isoindol-1-yl)benzene-1-sulfonamide